(4aR,6S,7R,8R,8aR)-8-(4-(3-fluorophenyl)-1H-1,2,3-triazol-1-yl)-6-(hydroxymethyl)-2-phenylhexahydropyrano[3,2-d][1,3]dioxin-7-ol FC=1C=C(C=CC1)C=1N=NN(C1)[C@@H]1[C@H]([C@@H](O[C@H]2[C@@H]1OC(OC2)C2=CC=CC=C2)CO)O